ClC=1C=C(C=CC1)C1=CN=C(O1)CSC1=NC(=CC=N1)C 2-({[5-(3-chlorophenyl)-1,3-oxazol-2-yl]methyl}sulfanyl)-6-methylpyrimidin